O1C(=C(C(=O)C=2C(O)=CC(O)=CC12)C1=C(OC=2C=C(C=C(C2C1=O)O)O)C1=CC(O)=C(O)C=C1)C1=CC(O)=C(O)C=C1 biluteolin